2-chloro-4-(1-methylcyclopropyl)pyridine ClC1=NC=CC(=C1)C1(CC1)C